2,4-dichloro-5-bromofluorobenzene ClC1=C(C=C(C(=C1)Cl)Br)F